1-((3s,4r)-4-(3,4-difluorophenyl)-1-(2-methoxyethyl)pyrrolidin-3-yl)-3-(3-ethoxy-4-(2-hydroxyethyl)-1-phenyl-1H-pyrazol-5-yl)urea FC=1C=C(C=CC1F)[C@H]1[C@@H](CN(C1)CCOC)NC(=O)NC1=C(C(=NN1C1=CC=CC=C1)OCC)CCO